FC=1C(=C2C(=NC(=NN2C1)N[C@@H]1[C@H](CN(CC1)C1COC1)F)OC)C1=CC=2N(C=C1)N=CC2C(=O)NC(C)C 5-(6-fluoro-2-(((3S,4S)-3-fluoro-1-(oxetan-3-yl)piperidin-4-yl)amino)-4-methoxypyrrolo[2,1-f][1,2,4]triazin-5-yl)-N-isopropylpyrazolo[1,5-a]pyridine-3-carboxamide